(R)-2-hydroxy-2-phenyl-2-cyclopentyl-ethanol O[C@](CO)(C1CCCC1)C1=CC=CC=C1